O=C1N(CC2=CC(=CC=C12)OC1C(CCC1)N1CC(C1)C=1C=NC(=CC1)C(F)(F)F)C1C(NC(CC1)=O)=O 3-(1-oxo-5-((2-(3-(6-(trifluoro-methyl)pyridin-3-yl)azetidin-1-yl)cyclopentyl)oxy)isoindolin-2-yl)piperidine-2,6-dione